methyl-9-{[4-(dimethylamino)butanoyl] oxy}-16-(2-octylcyclopropyl)hexadecanoate COC(CCCCCCCC(CCCCCCCC1C(C1)CCCCCCCC)OC(CCCN(C)C)=O)=O